4-methyl-N-(4-chloro-1-methyl-3-(trifluoromethyl)-1H-pyrazol-5-yl)benzamide CC1=CC=C(C(=O)NC2=C(C(=NN2C)C(F)(F)F)Cl)C=C1